O=C1NC(CCC1N1C(C2=CC=C(C=C2C1=O)N1C[C@H](CC1)CO)=O)=O 2-(2,6-dioxo-3-piperidyl)-5-[(3S)-3-(hydroxymethyl)pyrrolidin-1-yl]isoindoline-1,3-dione